2-ethyl-3,4-difluoroaniline C(C)C1=C(N)C=CC(=C1F)F